(S)-4-(3-(2-(1-amino-1,3-dihydrospiro[indene-2,4'-piperidine]-1'-yl)-1-methyl-6-oxo-1,6-dihydropyrimidin-5-yl)prop-2-yn-1-yl)-2-hydroxybenzonitrile N[C@@H]1C2=CC=CC=C2CC12CCN(CC2)C=2N(C(C(=CN2)C#CCC2=CC(=C(C#N)C=C2)O)=O)C